7-morpholino-2-(4-pyridinyl)-N-[5-(4-pyridinyl)-1H-pyrazol-3-yl]pyrazolo[1,5-a]pyrimidin-5-amine O1CCN(CC1)C1=CC(=NC=2N1N=C(C2)C2=CC=NC=C2)NC2=NNC(=C2)C2=CC=NC=C2